NCCCCCCCC(=O)NC1=CC(=C(C=C1)C#CCN)CO 8-amino-N-(4-(3-aminoprop-1-yn-1-yl)-3-(hydroxymethyl)phenyl)octanamide